3-(7-(2-fluorophenyl)imidazo[5,1-b]thiazol-5-yl)benzonitrile FC1=C(C=CC=C1)C=1N=C(N2C1SC=C2)C=2C=C(C#N)C=CC2